4-[3-(4-{4-[2-(2-hydroxyethoxy)ethoxy]phenyl}phenyl)-4,4-dimethyl-5-oxo-2-sulfanylideneimidazolidin-1-yl]-2-(trifluoromethyl)benzonitrile OCCOCCOC1=CC=C(C=C1)C1=CC=C(C=C1)N1C(N(C(C1(C)C)=O)C1=CC(=C(C#N)C=C1)C(F)(F)F)=S